CC(C(=O)OC/C(=C(/COC(CC)=O)\Br)/Br)C (2E)-2,3-dibromo-4-[(propionyl)oxy]but-2-en-1-yl 2-methylpropanoate